1-(di-p-tolylamino)phenanthren-4-ol C1(=CC=C(C=C1)N(C1=CC=C(C=2C3=CC=CC=C3C=CC12)O)C1=CC=C(C=C1)C)C